(2-amino-4-bromo-5-chlorophenyl)-[7-chloro-2-(oxan-2-yl)indazol-4-yl]methanone NC1=C(C=C(C(=C1)Br)Cl)C(=O)C=1C2=CN(N=C2C(=CC1)Cl)C1OCCCC1